ClC=1C(=NC(=NC1)NC1=C(C=C2CCN(CC2=C1)C)OC)NC=1C(=CC(=NC1)OC)P(C)(C)=O (5-((5-Chloro-2-((6-methoxy-2-methyl-1,2,3,4-tetrahydroisoquinolin-7-yl)amino)pyrimidin-4-yl)amino)-2-methoxypyridin-4-yl)dimethylphosphine oxide